2-Chloro-6-methyl-N-((6-(3-oxopiperazin-1-yl)pyridin-3-yl)methyl)benzamide ClC1=C(C(=O)NCC=2C=NC(=CC2)N2CC(NCC2)=O)C(=CC=C1)C